2-(3,4-dimethoxyphenyl)-3-isopropyl-5-(4-(1-methylpiperidin-4-yl)piperazin-1-yl)-1H-indole COC=1C=C(C=CC1OC)C=1NC2=CC=C(C=C2C1C(C)C)N1CCN(CC1)C1CCN(CC1)C